ClC=1N=NC(=CC1C(=C)C(F)(F)F)Cl 3,6-dichloro-4-[1-(trifluoromethyl)vinyl]pyridazine